2-bromo-6,7,8,9-tetrahydropyrido[3',2':4,5]Pyrrolo[1,2-a]Pyrazine BrC=1C=CC=2C=C3N(CCNC3)C2N1